ClC1=CC=C2C=CC(=CN12)C(=O)O 3-chloroindolizine-6-carboxylic acid